C(=CC)OCC ethyl (1-propenyl) ether